(3-cyano-6-hydroxy-8,8-dimethyl-7,8-dihydro-6H-cyclopenta[e]pyrazolo[1,5-a]pyridin-2-yl)carbamic acid tert-butyl ester C(C)(C)(C)OC(NC1=NN2C(C=CC3=C2C(CC3O)(C)C)=C1C#N)=O